ClC=1C(=CC2=C(N=C(S2)C2=C3N=CC(=NC3=CC(=C2)C)COC)C1)OC 5-chloro-6-methoxy-2-(2-(methoxymethyl)-7-methylquinoxalin-5-yl)benzo[d]Thiazole